4-((3-((9H-Fluoren-9-yl)methoxy)-3-oxopropyl)amino)-3-hydroxy-2,2-dimethyl-4-oxobutyl (2-hexyldecyl) malonate C(CC(=O)OCC(CCCCCCCC)CCCCCC)(=O)OCC(C(C(=O)NCCC(=O)OCC1C2=CC=CC=C2C=2C=CC=CC12)O)(C)C